N1CC(C1)CN1CC=2N(N=CC2C1)C1(CCC1)C(=O)NC1=C(C=C(C=C1)C(F)(F)F)Cl 1-(5-(Azetidin-3-ylmethyl)-5,6-dihydropyrrolo[3,4-c]pyrazol-1(4H)-yl)-N-(2-chloro-4-(trifluoromethyl)phenyl)cyclobutane-1-carboxamide